tert-butyl (2-fluoro-4-nitrophenyl)(3-((4-(((5-fluoro-4-oxo-2-(((tetrahydro-2H-pyran-4-yl)thio)methyl)-3,4-dihydroquinazolin-7-yl)oxy)methyl)piperidin-1-yl)methyl)cyclobutyl)carbamate FC1=C(C=CC(=C1)[N+](=O)[O-])N(C(OC(C)(C)C)=O)C1CC(C1)CN1CCC(CC1)COC1=CC(=C2C(NC(=NC2=C1)CSC1CCOCC1)=O)F